OC(C)(C)C1=CC=C(C=C1)NC1=NC=C(C(=N1)NCC=1C=C(C=CC1)NS(=O)(=O)CC)C(F)(F)F N-[3-({[2-{[4-(1-hydroxy-1-methylethyl)phenyl]amino}-5-(trifluoromethyl)pyrimidin-4-yl]amino}methyl)phenyl]-methylmethanesulfonamide